NC=1SC(=CN1)CNC(C1=C(C=C(C=C1)NC=1C=2N(C=CN1)C(=CN2)C2=C(C(=C(C=C2)OC)F)F)CC)=O N-((2-aminothiazol-5-yl)methyl)-4-((3-(2,3-difluoro-4-methoxyphenyl)imidazo[1,2-a]pyrazin-8-yl)amino)-2-ethylbenzamide